C(C1=CC=CC=C1)C1(CCCC1)CNC(=O)C=1NC(C=NC1)=O N-((1-benzylcyclopentyl)methyl)-6-oxo-1,6-dihydropyrazine-2-carboxamide